ethyl 4-methylenecyclohexanecarboxylate C=C1CCC(CC1)C(=O)OCC